ClC1=CC(=NC(=C1)N1C2(CCC2)COCC1)C(=O)NC1=CC(=C(C(=O)O)C=C1)C 4-(4-chloro-6-(8-oxa-5-azaspiro[3.5]non-5-yl)pyridinamido)-2-methylbenzoic acid